BrC=1N=CN2C1C=CC=C2 1-bromoimidazo[1,5-a]pyridine